[K].C(C)(=O)OOC1=C(C=C(C=C1)Cl)C 4-chloro-2-methylphenoxy acetate potassium salt